L-5,7-difluoro-3,4-dihydronaphthalene-2(1H)-one FC1=C2CCC(CC2=CC(=C1)F)=O